N,N-bis(3-aminopropyl)-4-[[2-chloro-6-[4-[4-[(4R)-4-amino-2-oxo-pyrrolidin-1-yl]phenyl]sulfonylpiperazin-1-yl]-4-pyridinyl]-difluoro-methyl]bicyclo[2.2.2]octane-1-carboxamide NCCCN(C(=O)C12CCC(CC1)(CC2)C(F)(F)C2=CC(=NC(=C2)N2CCN(CC2)S(=O)(=O)C2=CC=C(C=C2)N2C(C[C@H](C2)N)=O)Cl)CCCN